S1(CCOCC2=C1C=C(C=C2)C(=O)N)(=O)=O 2,3-dihydro-5H-benzo[e][1,4]oxathiepine-8-carboxamide 1,1-dioxide